NC[C@@]1(OC2=C(C1)C(=C(C=C2)Cl)C2=C(C(=O)NC1=CC=NN1C)C=CC(=C2F)F)C2=CC=CC=C2 2-((2S,4S)-2-(aminomethyl)-5-chloro-2-phenyl-2,3-dihydrobenzofuran-4-yl)-3,4-difluoro-N-(1-methyl-1H-pyrazol-5-yl)benzamide